5-Amino-N2-(4-fluorophenyl)-1-(3-hydroxy-2,6-dimethylphenyl)-1H-imidazole-2,4-dicarboxamide NC1=C(N=C(N1C1=C(C(=CC=C1C)O)C)C(=O)NC1=CC=C(C=C1)F)C(=O)N